COC(CC1=CC=C(C=C1)Br)=O 2-(p-bromophenyl)-acetic acid methyl ester